ethyl 3-bromo-7-methyl-pyrazolo[1,5-a]pyridine-5-carboxylate BrC=1C=NN2C1C=C(C=C2C)C(=O)OCC